2-(2-fluorophenyl)-2-hydroxypropionic acid FC1=C(C=CC=C1)C(C(=O)O)(C)O